ClC=1C(=C2C(=NC1COC)CN(C2)C(=O)[C@H]2CN(CC2)C2=CC(=NC=C2)C(F)F)C [3-Chloro-2-(methoxymethyl)-4-methyl-5,7-dihydropyrrolo[3,4-b]pyridin-6-yl]-[(3R)-1-[2-(difluoromethyl)-4-pyridyl]pyrrolidin-3-yl]methanon